Butyl-4-hydroxy-1-methyl-5-n-propyl-pyrazol C(CCC)C1=NN(C(=C1O)CCC)C